C(C)(C)(C)OC(=O)N1[C@@H]2C(N[C@@H]([C@H]1CC2)C(=C)C)=O (1s,4r,5r)-2-oxo-4-(prop-1-en-2-yl)-3,8-diazabicyclo[3.2.1]octane-8-carboxylic acid tert-butyl ester